O=C1N(CC2=CC(=CC=C12)OC1C(CCCC1)N1CC(C1)C1=CC=CC=C1)C1C(NC(CC1)=O)=O 3-(1-oxo-5-((2-(3-phenylazetidin-1-yl)cyclohexyl)oxy)isoindolin-2-yl)piperidine-2,6-dione